C(C1=CC=CC=C1)OC1=NC(=CC=C1C1=CC2=CC(=CC=C2C=C1)Br)OCC1=CC=CC=C1 2,6-dibenzyloxy-3-(7-bromo-2-naphthyl)pyridine